C(C=C)N1C(=CC2=C(C=CC=C12)N[C@@H]1[C@@H](CN(CC1)C(=O)OC(C)(C)C)F)C#CCN(C1=C(C=C(C=C1)S(=O)(=O)C)OC)C(=O)OC(C)(C)C tert-butyl (3R,4S)-4-((1-allyl-2-(3-((tert-butoxycarbonyl)(2-methoxy-4-(methylsulfonyl)phenyl)amino)prop-1-yn-1-yl)-1H-indol-4-yl)amino)-3-fluoropiperidine-1-carboxylate